ClC[Si](OCC(C)C)(C)C chloromethyl-(dimethyl)isobutyloxysilane